2-chloro-6-[(2-methylphenyl)amino]pyrimidine-4-carbonitrile ClC1=NC(=CC(=N1)C#N)NC1=C(C=CC=C1)C